C1(=CC=C(C=C1)N(C1=CC=2C(C3=CC=CC=C3C2C=C1)(C)C)C1=CC=C(C=C1)C1=CC=2C(C=3C(=C(SC3C3=CC=CC=C3)C3=CC=CC=C3)C2C=C1)(C)C)C1=CC=CC=C1 N-{[1,1'-biphenyl]-4-yl}-N-(4-{8,8-dimethyl-1,3-diphenyl-8H-indeno[1,2-c]thiophen-6-yl}phenyl)-9,9-dimethyl-9H-fluorene-2-amine